trans-4-(5-(4-chlorophenyl)-1,3,4-thiadiazol-2-yl)cyclohexane-1-carboxylic acid ClC1=CC=C(C=C1)C1=NN=C(S1)[C@@H]1CC[C@H](CC1)C(=O)O